OC(CN(CC(CCCCCC\C=C/CCCCCCCC)O)CCCO[Si](C)(C)C(C)(C)C)CCCCCC\C=C/CCCCCCCC (Z)-1-{[(Z)-2-hydroxy-9-octadecenyl]{3-[(tert-butyl)bis(methyl)siloxy]propyl}amino}-9-octadecen-2-ol